O=C1N(C(C=C(N1)C(F)(F)F)=O)C1=CC(=C(C#N)C=C1F)OC1=C(C=CC=C1)F 4-[2,6-Dioxo-4-(trifluoromethyl)-3,6-dihydropyrimidin-1(2H)-yl]-5-fluoro-2-(2-fluorophenoxy)benzonitrile